C(C)(C)(C)C1N(CCC1COC=1SC2=C(N1)C(=CC=C2)Br)C(=O)OCCOC2CCCCCC2 2-(cycloheptyloxy)ethane-1-ol tert-butyl-3-[(4-bromo-1,3-benzothiazol-2-yl)oxymethyl]pyrrolidine-1-carboxylate